C(C)(=O)N1[C@H]([C@@H]([C@H](C2=CC(=CC=C12)C(=O)N)NC1=CC(=CC=C1)OC)C)C1CC1 (2S,3R,4R)-1-acetyl-2-cyclopropyl-4-((3-methoxyphenyl)amino)-3-methyl-1,2,3,4-tetrahydroquinoline-6-carboxamide